C1(=CCCCCC1)C1=NN2C(N(C(=C(C2=O)N2CCN(CC2)CC2=C(C=NC=C2)O)CC)CC(=O)NC2=C(C=C(C=C2)C(F)(F)F)OC)=N1 2-(2-(cyclohepta-1-en-1-yl)-5-ethyl-6-(4-(3-hydroxyisonicotinyl)piperazin-1-yl)-7-oxo-[1,2,4]triazolo[1,5-a]pyrimidin-4(7H)-yl)-N-(2-methoxy-4-(trifluoromethyl)phenyl)acetamide